4-(Bis(4-chlorophenyl)methyl)piperazine-1,3-dicarboxylic acid 1-(tert-butyl) 3-methyl ester COC(=O)C1CN(CCN1C(C1=CC=C(C=C1)Cl)C1=CC=C(C=C1)Cl)C(=O)OC(C)(C)C